[(7S,9aS)-7-(3-chloro-4-fluorophenyl)-1,3,4,6,7,8,9,9a-octahydropyrido[1,2-a]pyrazin-2-yl]-(2-chloro-3-methoxyphenyl)methanone ClC=1C=C(C=CC1F)[C@@H]1CC[C@@H]2N(CCN(C2)C(=O)C2=C(C(=CC=C2)OC)Cl)C1